CC1(CCCCC1)NCC(C)C 3-(Methylcyclohexyl)amino-2-methylpropan